1-(1-(tert-butoxycarbonyl)pyrrolidine-3-carboxamido)-5-methyl-1H-pyrrole-2-carboxylic acid C(C)(C)(C)OC(=O)N1CC(CC1)C(=O)NN1C(=CC=C1C)C(=O)O